N-methyl-N-(trimethylsilyl)acetamide CC(=O)N(C)[Si](C)(C)C